4-((4-([1,2,4]triazolo[4,3-c]pyrimidin-7-yloxy)-3-methylphenyl)amino)-6-amino-7-ethoxyquinoline-3-carbonitrile N=1N=CN2C=NC(=CC21)OC2=C(C=C(C=C2)NC2=C(C=NC1=CC(=C(C=C21)N)OCC)C#N)C